C(C)(C)(CCC)OOC1CCCCC1 tert-hexyl-peroxycyclohexane